ClC=1C=CC(=C(C1)C1=NNC=C1C1=NC2=CC(=CN=C2C=C1)N1C2CN(CC2C1)C(C)C)F 2-[3-(5-chloro-2-fluoro-phenyl)-1H-pyrazol-4-yl]-7-(3-isopropyl-3,6-diazabicyclo[3.2.0]heptan-6-yl)-1,5-naphthyridine